FC(C(=O)O)(F)F.CN1C=2C=3C=CN=C(CCCCC(C(NC2C=N1)=O)C)C3 Methyl-9-methyl-3,4,7,15-tetraazatricyclo[12.3.1.02,6]Octadeca-1(18),2(6),4,14,16-pentaen-8-one trifluoroacetate